N-(2-(3-hydroxy-3-methylbutyl)-6-(4-morpholinophenyl)-2H-indazol-5-yl)-3-nitrobenzamide OC(CCN1N=C2C=C(C(=CC2=C1)NC(C1=CC(=CC=C1)[N+](=O)[O-])=O)C1=CC=C(C=C1)N1CCOCC1)(C)C